BrC=1C(=CC(=C(C1)NC(=O)NC1=CC(=NC=C1)OC(F)F)F)C 1-(5-bromo-2-fluoro-4-methylphenyl)-3-(2-(difluoromethoxy)pyridin-4-yl)urea